(1R,4R)-4-((4-iodo-6-morpholinopyridin-2-yl)amino)-1-methylcyclohexan IC1=CC(=NC(=C1)N1CCOCC1)NC1CCC(CC1)C